(Z)-2-(2-dodecyl-6-(hexadec-7-en-1-yl)morpholino)ethan-1-ol C(CCCCCCCCCCC)C1OC(CN(C1)CCO)CCCCCC\C=C/CCCCCCCC